tert-butyl(5-((4-((4-amino-2-butyl-1H-imidazo[4,5-c]quinolin-1-yl)methyl)phenyl)amino)-5-oxopentyl)carbamate C(C)(C)(C)OC(NCCCCC(=O)NC1=CC=C(C=C1)CN1C(=NC=2C(=NC=3C=CC=CC3C21)N)CCCC)=O